ClC=1C=C(C(=NC1)OCCNC(OC(C)(C)C)=O)NC(NC=1C=NC=2N(C1C1CC1)N=C(C2)Cl)=O tert-butyl N-[2-({5-chloro-3-[({2-chloro-7-cyclopropylpyrazolo[1,5-a]pyrimidin-6-yl}carbamoyl)amino]pyridin-2-yl}oxy)ethyl]carbamate